{4-[(5-Chloro-thiophen-2-ylmethyl)-amino]-phenyl}-carbamic acid propyl ester C(CC)OC(NC1=CC=C(C=C1)NCC=1SC(=CC1)Cl)=O